N-hydroxy-4-(3-(4-hydroxy-3,5-dimethoxyphenyl)acryloyl)benzamide ONC(C1=CC=C(C=C1)C(C=CC1=CC(=C(C(=C1)OC)O)OC)=O)=O